3,4-bis(diethylphosphino)-2,5-diphenylthiophene C(C)P(C1=C(SC(=C1P(CC)CC)C1=CC=CC=C1)C1=CC=CC=C1)CC